(S)-1-{2-(1-Fluoro-cyclopropyl)-4-[4-(2-methoxy-phenyl)-piperidin-1-yl]-quinazolin-6-yl}-pyrrolidin-3-ol FC1(CC1)C1=NC2=CC=C(C=C2C(=N1)N1CCC(CC1)C1=C(C=CC=C1)OC)N1C[C@H](CC1)O